(1R,2s)-1-hydroxybutane OCCCC